1-(4-{6-bromo-1-[5-(methanesulfonylmethyl)-1,3,4-thiadiazol-2-yl]indazol-4-yl}piperazin-1-yl)-2-methylpropan-1-one BrC1=CC(=C2C=NN(C2=C1)C=1SC(=NN1)CS(=O)(=O)C)N1CCN(CC1)C(C(C)C)=O